8-methyl-6-(morpholinomethyl)-2-(thieno[3,2-c]pyridin-6-yl)quinazolin-4(3H)-one CC=1C=C(C=C2C(NC(=NC12)C1=CC2=C(C=N1)C=CS2)=O)CN2CCOCC2